N1=CC=C2N1C=CC(=C2)N pyrazolo[1,5-a]pyridin-5-amine